3-(1-((benzyloxy)carbonyl)piperidin-2-yl)-2-(2-methoxyphenyl)-2-phenylpropionic acid C(C1=CC=CC=C1)OC(=O)N1C(CCCC1)CC(C(=O)O)(C1=CC=CC=C1)C1=C(C=CC=C1)OC